(3S,4S)-1-cyanomethyl-4-{[5-(2,4-difluoro-phenyl)-isoxazole-3-carbonyl]-amino}-piperidine-3-carboxylic acid ethyl ester C(C)OC(=O)[C@H]1CN(CC[C@@H]1NC(=O)C1=NOC(=C1)C1=C(C=C(C=C1)F)F)CC#N